3-{3-ethyl-4-[(7-oxo-5,6,7,8-tetrahydro-1,8-naphthyridin-4-yl)oxy]phenyl}-1-[3-(trifluoromethoxy)phenyl]-2,4-imidazolidinedione trifluoroacetate FC(C(=O)O)(F)F.C(C)C=1C=C(C=CC1OC1=CC=NC=2NC(CCC12)=O)N1C(N(CC1=O)C1=CC(=CC=C1)OC(F)(F)F)=O